2-(tert-butoxycarbonyl)-2-azabicyclo[2.2.1]Heptane-3-carboxamide C(C)(C)(C)OC(=O)N1C2CCC(C1C(=O)N)C2